ClC=1C(=CC(=NC1)OC)C1=CC(=NN1)C(=O)N1CCC(CC1)C(=O)NCC1=C(C(=CC=C1)F)F (5-(5-chloro-2-methoxypyridin-4-yl)-1H-pyrazole-3-carbonyl)-N-(2,3-difluorobenzyl)piperidine-4-carboxamide